BrC=1C=C(C=C(C1O)Br)C(=O)C1=C(N(C2=CN=CC=C21)CCOC)CC (3,5-dibromo-4-hydroxyphenyl)(2-ethyl-1-(2-methoxyethyl)-1H-pyrrolo[2,3-c]pyridin-3-yl)methanone